FC=1C=C2CCN(CC2=CC1)C1=CC(=C(C(=C1)C)NC(=O)C1(CCCC1)C=O)C N-(4-(6-fluoro-3,4-dihydroisoquinolin-2(1H)-yl)-2,6-dimethylphenyl)-1-formylcyclopentane-1-Formamide